NC1=NC=2C=CC=CC2C2=C1N=C(N2CCOCCNC(=O)NC2CCCCC2)COCC N-(2-{2-[4-amino-2-(ethoxymethyl)-1H-imidazo[4,5-c]quinolin-1-yl]ethoxy}ethyl)-N'-cyclohexylurea